4-(5-(5-fluoro-2-methoxypyridin-4-yl)-1H-pyrazole-3-carbonyl)-N-((S)-1-((3-hydroxyoxetan-3-yl)methyl)pyrrolidin-3-yl)-4-azaspiro[2.5]octane-7-carboxamide FC=1C(=CC(=NC1)OC)C1=CC(=NN1)C(=O)N1C2(CC2)CC(CC1)C(=O)N[C@@H]1CN(CC1)CC1(COC1)O